2-(3-chlorophenyl)-2-fluorocyclopropane-1-carboxamide ClC=1C=C(C=CC1)C1(C(C1)C(=O)N)F